C1(CC1)C=1C(=NC(=NC1C=1C=NN2C1N=CC=C2)N(C)C2=C(C=C(C=C2)S(=O)(=O)C)F)NC2=NNC(=C2)C 5-cyclopropyl-N2-(2-fluoro-4-(methylsulfonyl)phenyl)-N2-methyl-N4-(5-methyl-1H-pyrazol-3-yl)-6-(pyrazolo[1,5-a]pyrimidin-3-yl)pyrimidine-2,4-diamine